NC1=NC(=CC(=N1)N1[C@@H](COCCC1)C1=C(C=C(C=C1)NC(C)=O)Cl)C |r| (±)-N-(4-(4-(2-amino-6-methylpyrimidin-4-yl)-1,4-oxazepan-3-yl)-3-chlorophenyl)acetamide